N-[(E)-[(2,6-dichlorophenyl)-(2,2-difluoro-4-hydroxy-pyrrolidin-1-yl)methylene]amino]-4-methyl-benzenesulfonamide ClC1=C(C(=CC=C1)Cl)/C(/N1C(CC(C1)O)(F)F)=N\NS(=O)(=O)C1=CC=C(C=C1)C